N-methyl-5-(1-phenyl-1H-pyrazol-4-yl)-N-(piperidin-4-yl)-1H-imidazole-2-carboxamide CN(C(=O)C=1NC(=CN1)C=1C=NN(C1)C1=CC=CC=C1)C1CCNCC1